ClC1=NC(=CC(=C1)C=1C(=NN2C1N=C(C=C2)NCC(C)(C)O)C2=C(C#N)C=CC=C2)C [3-(2-chloro-6-methyl-4-pyridinyl)-5-[(2-hydroxy-2-methyl-propyl)amino]pyrazolo[1,5-a]pyrimidin-2-yl]benzonitrile